9H-carbazole-3,6-diol C1=CC(=CC=2C3=CC(=CC=C3NC12)O)O